ClC1=NC(=C(C=C1CCCC(=O)O)F)Cl 2,6-dichloro-5-fluoro-3-pyridinebutyric acid